Methyl (3R)-3-((tert-butoxycarbonyl)amino)-2-((2-(((tert-butoxycarbonyl)amino)methyl)-1-methylcyclobutyl)methyl)butanoate C(C)(C)(C)OC(=O)N[C@@H](C(C(=O)OC)CC1(C(CC1)CNC(=O)OC(C)(C)C)C)C